CN1CCC(CC1)C(=O)OCCOCCOCCOCCOCCN(C(CCCCC)CC)C(C(COCCCCCCCC\C=C/CCCCCCCC)OCCCCCCCC\C=C/CCCCCCCC)=O 2-[2-[2-[2-[2-[2,3-bis[(Z)-octadec-9-enoxy]propanoyl-(1-ethylhexyl)amino]ethoxy]ethoxy]ethoxy]ethoxy]ethyl 1-methylpiperidine-4-carboxylate